FC=1C=C(C=CC1)N1C2=NN=C1C=C1C=CC(C=C3C=CC(=CC=4C=NC(=N2)N4)N3)=N1 m-fluorophenyl-tetraazaporphyrin